NC=1C=C(C=CC1)S(=O)(=O)NC(=O)C=1C=NC(=CC1OC1=C(C=C(C=C1C)C)C)C(C)(C)C N-(3-Aminophenyl)sulfonyl-6-tert-butyl-4-(2,4,6-trimethylphenoxy)pyridin-3-carboxamid